C1(CC1)C1=CC(=NC=C1)CNC(=O)C=1N=NN(C1)CCCCN1N=NC(=C1)C(NCC1=CC(=CC=C1)OC(F)(F)F)=O N-[(4-cyclopropylpyridin-2-yl)methyl]-1-{4-[4-({[3-(trifluoromethoxy)phenyl]methyl}carbamoyl)-1H-1,2,3-triazol-1-yl]butyl}-1H-1,2,3-triazole-4-carboxamide